BrC=1N(C=C(C1)[N+]#[C-])CC(CC(=O)O)(C)C 4-(2-bromo-4-isocyano-1H-pyrrol-1-yl)-3,3-dimethylbutyric acid